NCC(=O)N1C2=C(NC(C3=C1C=CC(=C3)F)=O)C=CC=C2 5-(aminoacetyl)-2-fluoro-5,10-dihydro-11H-dibenzo[b,e][1,4]diazepin-11-one